1-[5-bromo-2-hydroxy-4-(methoxymethoxy)phenyl]butane-1,3-dione BrC=1C(=CC(=C(C1)C(CC(C)=O)=O)O)OCOC